N,N-ditetradecylammonium tetrakis(tetrafluorophenyl)borate FC=1C(=C(C(=C(C1)[B-](C1=C(C(=C(C(=C1)F)F)F)F)(C1=C(C(=C(C(=C1)F)F)F)F)C1=C(C(=C(C(=C1)F)F)F)F)F)F)F.C(CCCCCCCCCCCCC)[NH2+]CCCCCCCCCCCCCC